COC1=C2C(C(=C(OC2=CC(=C1)OC)C1=CC(=C(C(=C1)OC)OC)OC)OCCCCSC1=NC=NC2=CC=C(C=C12)Br)=O 5,7-dimethoxy-3-(4-((6-bromoquinazolin-4-yl)thio)butoxy)-2-(3,4,5-trimethoxyphenyl)-4H-chromen-4-one